C1(=CC=CC=C1)CCN1CCC(CC1)(C(=O)OC)N(C(CC)=O)C1=CC=CC=C1 methyl 1-(2-phenylethyl)-4-(phenyl(propanoyl)amino)-4-piperidinecarboxylate